ethyl-1H-imidazole-4-carbonitrile C(C)N1C=NC(=C1)C#N